COC=1C=C2C=NN(C2=CC1[N+](=O)[O-])CCC(C)NC(OC(C)(C)C)=O tert-butyl (4-(5-methoxy-6-nitro-1H-indazol-1-yl)butan-2-yl)carbamate